C1N(CC12CCNCC2)C2=NN=C(S2)C=2C(=CC(=NC2)C2=CC=C1N2N=CC(=C1)C#N)NC1CCOCC1 7-[5-(5-{2,7-diazaspiro[3.5]nonan-2-yl}-1,3,4-thiadiazol-2-yl)-4-(oxan-4-ylamino)pyridin-2-yl]pyrrolo[1,2-b]pyridazine-3-carbonitrile